N1CCC(CC1)N1N=CC(=C1)C=1C=CC=NC1 5-(1-(piperidin-4-yl)-1H-pyrazol-4-yl)pyridine